6-cyano-4-(2-ethynylphenyl)-pyridine-3-carboxylic acid C(#N)C1=CC(=C(C=N1)C(=O)O)C1=C(C=CC=C1)C#C